5-(chloromethyl)-2-methyloxazole ClCC1=CN=C(O1)C